1-(5-(6-oxo-1,6-dihydropyridazin-3-yl)-3-(trifluoromethyl)pyridin-2-yl)piperidine-4-carbaldehyde O=C1C=CC(=NN1)C=1C=C(C(=NC1)N1CCC(CC1)C=O)C(F)(F)F